5-amino-N-((5-(2-cyano-6-fluorophenyl)pyridin-2-yl)methyl)-6-methyl-N-(5,6,7,8-tetrahydroquinolin-8-yl)-1H-pyrrolo[3,2-b]pyridine-2-carboxamide NC1=C(C=C2C(=N1)C=C(N2)C(=O)N(C2CCCC=1C=CC=NC21)CC2=NC=C(C=C2)C2=C(C=CC=C2F)C#N)C